C1(=CC=CC=C1)OC(C1=C(C=C(C=C1)C)OC(C=C)=O)=O.OC1=C(C=CC(=C1)O)CCC(=O)C1=CC=C(C=C1)OC 3-(2,4-dihydroxyphenyl)-1-(4-methoxyphenyl)propan-1-one phenyl-2-acryloyloxy-4-methylbenzoate